C[C@H]1[C@@H]([C@H]([C@H]([C@@H](O1)OCCCCCN)O)O)O The molecule is a glycoside that is alpha-L-rhamnose in which the hydrogen of the anomeric hydroxy group is replaced by a 5-aminopentyl group. It is a glycoside and a monosaccharide derivative.